4-(4-(benzylthio)pyridin-2-yl)morpholine C(C1=CC=CC=C1)SC1=CC(=NC=C1)N1CCOCC1